ClC=1C=C2C(=NC(=NC2=C(C1C1=C(C=CC=C1O)F)F)NC1CCN(CC1)C(C)C)N1CCN(CC1)C(C=C)=O 1-(4-(6-chloro-8-fluoro-7-(2-fluoro-6-hydroxyphenyl)-2-(1-isopropyl-piperidin-4-ylamino)quinazolin-4-yl)piperazin-1-yl)prop-2-en-1-one